ClC1=CC=C(CN2N=C3C4=C(CCC3=C2)OC(=C4C)C(=O)NCC=4C=NN2C4C=CC=C2)C=C1 2-(4-chlorobenzyl)-8-methyl-N-(pyrazolo[1,5-a]pyridin-3-ylmethyl)-4,5-dihydro-2H-furo[2,3-g]indazole-7-carboxamide